C(C)(C)(C)N1N=CC(=C1F)NC(C1=NC=C(C(=C1)C=1C=C(C=2N(C1)C(=CN2)F)N2CCOCC2)C)=O N-(1-(Tert-butyl)-5-fluoro-1H-pyrazol-4-yl)-4-(3-fluoro-8-morpholinoimidazo[1,2-a]pyridin-6-yl)-5-methylpicolinamide